(((S)-oxetan-2-yl)methyl)-1H-benzo[d]imidazole O1[C@@H](CC1)CN1C=NC2=C1C=CC=C2